CC/C=C\\C/C=C\\C/C=C\\C/C=C\\C/C=C\\CCCCCCCC(=O)CC(=O)SCCNC(=O)CCNC(=O)[C@@H](C(C)(C)COP(=O)([O-])OP(=O)([O-])OC[C@@H]1[C@H]([C@H]([C@@H](O1)N2C=NC3=C(N=CN=C32)N)O)OP(=O)([O-])[O-])O The molecule is a 3-oxo-fatty acyl-CoA(4-) arising from deprotonation of the phosphate and diphosphate functions of (11Z,14Z,17Z,20Z,23Z)-3-oxohexacosapentaenoyl-CoA. It is a 3-oxo-fatty acyl-CoA(4-) and a very long-chain 3-oxoacyl-CoA(4-). It is a conjugate base of an (11Z,14Z,17Z,20Z,23Z)-3-oxohexacosapentaenoyl-CoA.